BrC=1N(C(=C(N1)C1=CC=C(C=C1)Cl)C1=CC=NC=C1)CC(=O)N1CCC2(CN(C2)C)CC1 2-[2-bromo-4-(4-chlorophenyl)-5-(pyridin-4-yl)-1H-imidazol-1-yl]-1-{2-methyl-2,7-diazaspiro[3.5]non-7-yl}ethan-1-one